6-(4-(pyridin-3-yl)phenoxy)pyridin-3-amine N1=CC(=CC=C1)C1=CC=C(OC2=CC=C(C=N2)N)C=C1